COCCCO 3-Methoxy-1-propanol